Diphosphonic acid platinum [Pt].P(=O)(O)OP(=O)O